OC1=C(C=C(C(=C1)O)C(C)C)C=1N(C(NN1)=O)C=1C=C2C=CN(C2=CC1)C 5-[2,4-dihydroxy-5-(1-methylethyl)phenyl]-4-(1-methyl-1H-indol-5-yl)-2,4-dihydro-3H-1,2,4-triazol-3-one